3-[[1-[(3S,4R)-1-benzyl-3-(2-thienyl)piperidine-4-carbonyl]-4-hydroxy-4-piperidinyl]methyl]-7H-pyrrolo[2,3-d]pyrimidin-4-one C(C1=CC=CC=C1)N1C[C@H]([C@@H](CC1)C(=O)N1CCC(CC1)(O)CN1C=NC2=C(C1=O)C=CN2)C=2SC=CC2